O.NC=1C2=C(N=C(N1)C)N(C=C2C(=O)N)[C@@H]2O[C@H]([C@H]([C@H]2O)O)CO.NC=2C1=C(N=C(N2)C)N(C=C1C(=O)N)[C@@H]1O[C@H]([C@H]([C@H]1O)O)CO |&1:17,40| 4-amino-7-((2R,3R,4S,SR)-3,4-dihydroxy-5-(hydroxymethyl)tetrahydrofuran-2-yl)-2-methyl-7H-pyrrolo[2,3-d]pyrimidine-5-carboxamide hemihydrate